methyl 6-(((6aR,8R)-2-chloro-6a-ethyl-5,6,6a,7,8,9-hexahydropyrrolo[1',2':4,5]pyrazino[2,3-c]pyridazin-8-yl)oxy)-5-fluoro-4-methylnicotinate ClC=1C=C2C(=NN1)NC[C@@]1(N2C[C@@H](C1)OC1=NC=C(C(=O)OC)C(=C1F)C)CC